COCCN1N=C(C=C1)C=1C=C(C=C(C1)C=1C=NN(C1)CCOC)[C@@H](C)NC(C1=C(C=CC(=C1)OC[C@H]1N(CC1)C)C)=O N-((R)-1-(3-(1-(2-methoxyethyl)-1H-pyrazol-3-yl)-5-(1-(2-methoxyethyl)-1H-pyrazol-4-yl)phenyl)ethyl)-2-methyl-5-(((S)-1-methylazetidin-2-yl)methoxy)benzamide